6-chloro-7-fluoro-1-[5-(2-hydroxyethoxy)pyrazin-2-yl]-4-oxoquinoline-3-carboxylic acid ethyl ester C(C)OC(=O)C1=CN(C2=CC(=C(C=C2C1=O)Cl)F)C1=NC=C(N=C1)OCCO